BrC1=C(NC(C2=CC=C(C=C12)F)=O)C1=CC=CC=C1 4-bromo-6-fluoro-3-phenylisoquinolin-1(2H)-one